2-(2,3,4,6-tetrakis(10-methylphenazin-5(10H)-yl)phenyl)benzo[d]oxazole CN1C2=CC=CC=C2N(C=2C=CC=CC12)C1=C(C(=CC(=C1N1C=2C=CC=CC2N(C2=CC=CC=C12)C)N1C=2C=CC=CC2N(C2=CC=CC=C12)C)N1C=2C=CC=CC2N(C2=CC=CC=C12)C)C=1OC2=C(N1)C=CC=C2